1-(decyl-oxy)dodeca-1,11-diene C(CCCCCCCCC)OC=CCCCCCCCCC=C